2-hexadecylethanol C(CCCCCCCCCCCCCCC)CCO